3-[[4-chloro-6-(morpholin-4-yl)pyrimidin-2-yl]amino]cyclopentan-1-ol ClC1=NC(=NC(=C1)N1CCOCC1)NC1CC(CC1)O